4-(2-chloro-3-(4-(5-(trifluoromethyl)pyrimidin-2-yl)piperazine-1-carbonyl)benzyl)-6-cyclobutoxyphthalazin-1(2H)-one ClC1=C(CC2=NNC(C3=CC=C(C=C23)OC2CCC2)=O)C=CC=C1C(=O)N1CCN(CC1)C1=NC=C(C=N1)C(F)(F)F